(E)-4-(2,6,6-trimethylcyclohexen-1-yl)but-3-en-2-one CC1=C(C(CCC1)(C)C)/C=C/C(C)=O